C1(CCCCC1)CCCC(=O)O.C(C)(=O)OCCC1CCCCC1 cyclohexylethyl acetate (2-cyclohexylethyl acetate)